FC(C=1C(=NC=CC1)N1CCNCC1)(F)F 1-(3-(trifluoromethyl)pyridin-2-yl)piperazine